CC[C@@H]1[C@H](/C=C/C=C/C(=O)[C@@H](C[C@@H]([C@@H]([C@H](/C=C/C(=O)O1)C)O[C@H]2[C@@H]([C@H](C[C@H](O2)C)N(C)C)O)C)C)CO[C@H]3[C@@H]([C@@H]([C@@H]([C@H](O3)C)O)O)OC The molecule is a mycinamicin composed of a 16-membered ring macrolactone core, an N,N-dimethylated deoxysugar desosamine and a 2-O-methylated 6-deoxysugar javose.